3-[(7aR,8aS)-7-(2,3-dichloro-6-hydroxyphenyl)-4-oxo-hexahydropyrrolo[1,2-a]pyrazin-2-yl]cyclobutyl acetate C(C)(=O)OC1CC(C1)N1C[C@H]2N(C(C1)=O)CC(C2)C2=C(C(=CC=C2O)Cl)Cl